C(C)(C)(C)OC(=O)N1CCN(CC1)C1=CC(=C(C=C1)C=1N=NN(C1)CC1=C(C=C(C=C1)C=1OC(=NN1)C(F)F)F)F 4-(4-(1-(4-(5-(difluoromethyl)-1,3,4-oxadiazol-2-yl)-2-fluorobenzyl)-1H-1,2,3-triazol-4-yl)-3-fluorophenyl)piperazine-1-carboxylic acid tert-butyl ester